14-oxa-4,7,10-trioxa-13-azaheptadecane-1-oic acid C(CCOCCOCCOCCNOCCC)(=O)O